5-[2,2-dimethylpropyl(methyl)amino]pyrimidine-2-carbaldehyde CC(CN(C=1C=NC(=NC1)C=O)C)(C)C